2,2'-thiobis(4-tert-octyl-phenol) S(C1=C(C=CC(=C1)C(C)(C)CC(C)(C)C)O)C1=C(C=CC(=C1)C(C)(C)CC(C)(C)C)O